1-(2,2-dimethylcyclopropyl)propoxyl-6-(3-fluoro-5-isobutoxy-phenyl)pyridine-3-carboxamide CC1(C(C1)C(OC1=NC(=CC=C1C(=O)N)C1=CC(=CC(=C1)OCC(C)C)F)CC)C